2-(4-(allyloxy)styryl-4,6-dimethoxyphenyl)-1-(4-fluorobenzyl)-1H-imidazole C(C=C)OC1=CC=C(C=CC2=C(C(=CC(=C2)OC)OC)C=2N(C=CN2)CC2=CC=C(C=C2)F)C=C1